FC(C(=O)O)(F)F.CN1C(N(C2=C1C=C(C=C2)C2=CC=C(C=C2)C2CC(C2)CN2CCNCC2)C2C(NC(CC2)=O)=O)=O 3-(3-Methyl-2-oxo-5-(4-(3-(piperazin-1-ylmethyl)cyclobutyl)phenyl)-2,3-dihydro-1H-benzo[d]imidazol-1-yl)piperidine-2,6-dione trifluoroacetate